Ethyl (R)-1-((5-bromopyridin-2-yl)sulfonyl)piperidine-3-carboxylate BrC=1C=CC(=NC1)S(=O)(=O)N1C[C@@H](CCC1)C(=O)OCC